t-Butyl 3-(4-(((4-(1-cyanocyclopropyl)phenyl)(5-(3,5-dimethylisoxazol-4-yl)-2-methylphenyl) amino)methyl)piperidin-1-yl)azetidine-1-carboxylate C(#N)C1(CC1)C1=CC=C(C=C1)N(C1=C(C=CC(=C1)C=1C(=NOC1C)C)C)CC1CCN(CC1)C1CN(C1)C(=O)OC(C)(C)C